(S)-5-amino-4-(5-(6-amino-3-cyano-5-methylpyridin-2-yl)-1-oxoisoindol-2-yl)-5-oxopentanoic acid tert-butyl ester C(C)(C)(C)OC(CC[C@@H](C(=O)N)N1C(C2=CC=C(C=C2C1)C1=NC(=C(C=C1C#N)C)N)=O)=O